ClC(CCC(=O)O)C 4-chloropentanoic acid